N-(1,2,3,6-tetrahydropyrimidine-4-yl)-2-phenylacetamide N1CNC(=CC1)NC(CC1=CC=CC=C1)=O